FC1=CC=C(C=C1)C1=CC=C(C(=N1)NC1(COCC1)C)NC1CCOCC1 6-(4-fluorophenyl)-N2-(3-methyltetrahydrofuran-3-yl)-N3-tetrahydropyran-4-ylpyridin-2,3-diamine